4,6-dichloro-8-iodoquinazoline ClC1=NC=NC2=C(C=C(C=C12)Cl)I